N-((1S,2R)-1-(6-chloropyridin-2-yl)-1-hydroxy-3-(pyrrolidin-1-yl)propan-2-yl)-2-(2,3-dihydro-1H-inden-2-yl)acetamide ClC1=CC=CC(=N1)[C@H]([C@@H](CN1CCCC1)NC(CC1CC2=CC=CC=C2C1)=O)O